COC(=O)C=1C=CC2=C(CCCC(=C2C2=CC=C(C=C2)O[C@@H]2CN(CC2)CCCF)C2=C(C=C(C=C2)Cl)Cl)C1 6-(2,4-dichlorophenyl)-5-[4-[(3S)-1-(3-fluoropropyl)pyrrolidin-3-yl]oxyphenyl]-8,9-dihydro-7H-benzo[7]annulene-2-carboxylic acid methyl ester